3,3'-(3-(4,6-diphenyl-1,3,5-triazin-2-yl)-6-(2,6-diphenylpyrimidin-4-yl)-1,2-phenylene)bis(9-phenyl-9H-carbazole) C1(=CC=CC=C1)C1=NC(=NC(=N1)C1=CC=CC=C1)C=1C(=C(C(=CC1)C1=NC(=NC(=C1)C1=CC=CC=C1)C1=CC=CC=C1)C=1C=CC=2N(C3=CC=CC=C3C2C1)C1=CC=CC=C1)C=1C=CC=2N(C3=CC=CC=C3C2C1)C1=CC=CC=C1